2-Chloro-N1-(4-Chloro-3-(Pyridin-2-Yl)Phenyl)-N4-(1h-Imidazol-2-Yl)Terephthalamide ClC1=C(C(=O)NC2=CC(=C(C=C2)Cl)C2=NC=CC=C2)C=CC(=C1)C(=O)NC=1NC=CN1